2-(tertbutoxycarbonylamino)acetic acid C(C)(C)(C)OC(=O)NCC(=O)O